2-chloro-5-(trifluoromethylsulfanyl)pyridine ClC1=NC=C(C=C1)SC(F)(F)F